BrC=1C(=C(C(=CC1)OC(F)(F)F)CC(=O)O)Cl 2-[3-bromo-2-chloro-6-(trifluoromethoxy)phenyl]acetic acid